BrC1=C(C=CC=C1[N+](=O)[O-])Cl 2-Bromo-1-chloro-3-nitrobenzol